C1(=CC=CC2=CC=CC=C12)C(=O)OC1=C(C=CC=C1)OCC 2-ethoxyphenyl 1-naphthoate